C(#N)C1=CC=C(COC2=C(C(=C(C(=C2F)F)F)F)S(=O)(=O)N(C)C)C=C1 ((4-cyanobenzyl)oxy)-3,4,5,6-tetrafluoro-N,N-dimethylbenzenesulfonamide